OC1C(N(C2=CC=CC=C12)N)=O 3-hydroxy(amino)oxindole